C(C)C1=CC=C(C=C1)CC/C=C/C1=CC=C2/C(/CCOC2=C1)=N/O (E)-7-((E)-4-(4-ethylphenyl)but-1-en-1-yl)chroman-4-one oxime